4-[[4-amino-8-(4-trans-aminocyclohexyloxy)-5,5-dimethyl-6H-benzo[H]quinazolin-7-yl]-methyl-amino]butyronitrile NC1=NC=NC=2C3=C(CC(C12)(C)C)C(=C(C=C3)OC3(CCCCC3)N)N(CCCC#N)C